C(#N)N1C[C@]2(CC2C1)NC(=O)C=1SC(=CN1)C=1C=NC=CC1OC1=CC=CC=C1 N-((1R)-3-Cyano-3-azabicyclo[3.1.0]hexan-1-yl)-5-(4-phenoxypyridin-3-yl)thiazol-2-carboxamid